isopropyl(1,3-oxazol-5-ylmethyl)amine C(C)(C)NCC1=CN=CO1